ClC=1C=C(C=CC1)N1CCN(CC1)CC[C@@H]1OC(C2(C1)CCN(CC2)C(CN2CCOCC2)=O)=O (R)-3-(2-(4-(3-chlorophenyl)piperazin-1-yl)ethyl)-8-(2-morpholinoacetyl)-2-oxa-8-azaspiro[4.5]decan-1-one